1,4-dimethyl-1,2,3,4,5,6-hexahydrobenzo[e][1,4]diazepine-8,9-diamine CN1CCN(CC2C1=C(C(=CC2)N)N)C